(Z)-1-acetyl-5-bromo-3-((3-((tert-butyldimethylsilyl)oxy)phenyl)(hydroxy)methylene)indolin-2-one C(C)(=O)N1C(\C(\C2=CC(=CC=C12)Br)=C(/O)\C1=CC(=CC=C1)O[Si](C)(C)C(C)(C)C)=O